tert-butyl (R)-2-((1-(3,7-dimethyl-4-oxo-2-(pyridin-3-yl)-4H-pyrido[1,2-a]pyrimidin-9-yl)ethyl)amino)benzoate CC1=C(N=C2N(C1=O)C=C(C=C2[C@@H](C)NC2=C(C(=O)OC(C)(C)C)C=CC=C2)C)C=2C=NC=CC2